1-(4-cyanopyridin-2-yl)-N-(3,5-difluorophenyl)-5-oxopyrrolidine-2-carboxamide C(#N)C1=CC(=NC=C1)N1C(CCC1=O)C(=O)NC1=CC(=CC(=C1)F)F